N[C@@H]1[C@@H]2[C@H](CN(C1)C(=O)OCC1=CC=CC=C1)OC(O2)(C)C benzyl (3aS,7S,7aR)-7-amino-2,2-dimethyl-4,6,7,7a-tetrahydro-3aH-[1,3]dioxolo[4,5-c]pyridine-5-carboxylate